BrC1=C(C(=CC(=C1)C(C)(C)CC)C(C)(C)CC)OCOC 1-bromo-2-(methoxymethoxy)-3,5-di-tert-pentylbenzene